CCCCCCCCCCCCCCCC(=O)OC[C@H](COP(=O)(O)OCCN)OC(=O)CC/C=C\\C/C=C\\C/C=C\\C/C=C\\C/C=C\\C/C=C\\CC The molecule is a 1,2-diacyl-sn-glycero-3-phosphoethanolamine in which the acyl substituents at positions 1 and 2 are specified as hexadecanoyl and (4Z,7Z,10Z,13Z,16Z,19Z)-docosahexaenoyl respectively. It derives from a hexadecanoic acid and an all-cis-docosa-4,7,10,13,16,19-hexaenoic acid. It is a tautomer of a 1-hexadecanoyl-2-(4Z,7Z,10Z,13Z,16Z,19Z-docosahexaenoyl)-sn-glycero-3-phosphoethanolamine zwitterion.